bis-silyl-amine [SiH3]N[SiH3]